N1N=CC2=C1C(N=C2)=O Pyrrolo[3,4-c]pyrazol-6(1H)-one